The molecule is an L-histidine derivative in which the alpha-amino nitrogen of the amino acid has entered into amide formation with acetic acid and the tele- nitrogen carries a 1,4-dihydroxynonan-3-yl substituent. It has been synthesised by reaction of (E)-4-hydroxynon-2-enal (HNE) with N-acetyl-L-histidine, the tele nitrogen of histidine reacting with the double bond function of HNE via formation of a Michael adduct. CCCCCC(C(CCO)N1C=C(N=C1)C[C@@H](C(=O)O)NC(=O)C)O